1,2-bis(t-butylimino)ethane C(C)(C)(C)N=CC=NC(C)(C)C